5-(2-chloro-6-pentoxy-9H-purin-9-yl)-N-hydroxypentanamide ClC1=NC(=C2N=CN(C2=N1)CCCCC(=O)NO)OCCCCC